C(C)(C)(C)N(C(O)=O)C=1SC2=C(N1)C(=CC(=C2)Cl)I.C(#N)C=2C(=CC(=NC2)NC2=C(C=C(C=C2)N2CCN(CC2)CC)NC(C=C)=O)OC2CCCCC2 N-(2-((5-cyano-4-(cyclohexyloxy)pyridin-2-yl)amino)-5-(4-ethylpiperazin-1-yl)phenyl)acrylamide tert-butyl-(6-chloro-4-iodobenzo[d]thiazol-2-yl)carbamate